2-(methylcarboxyl)pyridine-5-boronic acid pinacol ester COC(=O)C1=NC=C(C=C1)B1OC(C)(C)C(C)(C)O1